C(C1=CC=CC=C1)OC(=O)N1CCN(CC1)C1=CC=C2C(=NC=NC2=C1)C1CCN(CC1)C(C1=C(C=C(C=C1)OC(F)(F)F)N)=O.C1(=CC(=CC=C1)C1=NC=CC(=C1)\C=C/1\C(NC(S1)=O)=O)C (Z)-5-((2-(m-tolyl)pyridin-4-yl)methylene)thiazolidine-2,4-dione benzyl-4-(4-(1-(2-amino-4-(trifluoromethoxy)benzoyl)piperidin-4-yl)quinazolin-7-yl)piperazine-1-carboxylate